N-[(3S)-7,9-difluoro-2-oxo-1,3,4,5-tetrahydro-1-benzazepin-3-yl]-5-(trifluoromethyl)-[1,2,4]triazolo[1,5-a]pyridine-2-carboxamide FC=1C=C(C2=C(CC[C@@H](C(N2)=O)NC(=O)C2=NN3C(C=CC=C3C(F)(F)F)=N2)C1)F